NC=1C=2N(C(=C(N1)C1=CC(=CC=C1)C#N)C1=NC=NC=C1)N=C(N2)CC2=C(CN1CC(C1)C#N)C=CC=C2F (2-((8-amino-6-(3-cyanophenyl)-5-(pyrimidin-4-yl)-[1,2,4]triazolo[1,5-a]pyrazin-2-yl)methyl)-3-fluorobenzyl)azetidine-3-carbonitrile